1-heptadecanoyl-2-(7Z,10Z,13Z,16Z-docosatetraenoyl)-glycero-3-phosphoserine CCCCCCCCCCCCCCCCC(=O)OC[C@H](COP(=O)(O)OC[C@@H](C(=O)O)N)OC(=O)CCCCC/C=C\C/C=C\C/C=C\C/C=C\CCCCC